tert-butyl (2-{[3-(benzyloxy)propyl](methyl)amino}ethyl)carbamate C(C1=CC=CC=C1)OCCCN(CCNC(OC(C)(C)C)=O)C